N-(3-(2-(1-(difluoromethyl)cyclobutyl)-5-(2-((2,2-dioxido-2-thiaspiro[3.3]heptan-6-yl)amino)pyrimidin-4-yl)thiazol-4-yl)-2-fluorophenyl)-2-fluoro-6-(trifluoromethyl)benzenesulfonamide FC(C1(CCC1)C=1SC(=C(N1)C=1C(=C(C=CC1)NS(=O)(=O)C1=C(C=CC=C1C(F)(F)F)F)F)C1=NC(=NC=C1)NC1CC2(CS(C2)(=O)=O)C1)F